O.S(=O)(=O)(O)O.O.O.S(=O)(=O)(O)O sulfate sesquihydrate